N4-(3-Methoxyphenyl)-6-(((3-methoxyphenyl)(methyl)amino)methyl)pyrimidine-2,4-diamine COC=1C=C(C=CC1)NC1=NC(=NC(=C1)CN(C)C1=CC(=CC=C1)OC)N